FC1(CN(C1)C(C=C)=O)F 1-(3,3-Difluoroazetidin-1-yl)prop-2-en-1-one